4-(3-Phenylpropyl)Piperidine C1(=CC=CC=C1)CCCC1CCNCC1